[O].C(C(O)CO)OCC(O)CO glyceryl ether oxygen